[Pb](I)I.C[NH2+]CC1=CC=CC=C1 (R/S)-methylbenzylammonium lead iodide